4-(2,4-difluorophenyl)-2-((5S)-5-methyl-2-(2-propenoyl)-2,6-diazaspiro[3.4]octan-6-yl)-7-(4-methyl-1,3-thiazol-5-yl)-5,6,7,8-tetrahydro-1,7-naphthyridine-3-carbonitrile FC1=C(C=CC(=C1)F)C1=C(C(=NC=2CN(CCC12)C1=C(N=CS1)C)N1[C@H](C2(CN(C2)C(C=C)=O)CC1)C)C#N